ClC=1C=C2C(=NC(=NC2=C(C1C1=CC=CC2=C1N=C(S2)N)F)OC[C@H]2N(CCC2)C)N2CC1(CC1)CNCC2 4-(6-chloro-8-fluoro-2-(((S)-1-methylpyrrolidin-2-yl)-methoxy)-4-(5,8-diazaspiro-[2.6]nonan-5-yl)quinazolin-7-yl)benzo[d]thiazol-2-amine